ClCCCCC(CC(=O)NC=1C=CC=C2C=CC=NC12)C[Si](C1=CC=CC=C1)(C)C 7-Chloro-3-{[dimethyl(phenyl)silyl]methyl}-N-(quinolin-8-yl)heptanamide